COC(C1=NC(=C(C=C1)C1=C(C(=CC=C1)C#N)C)Cl)=O 6-Chloro-5-(3-cyano-2-methylphenyl)picolinic acid methyl ester